3-(7-fluoro-1-oxo-4-phenylisoindolin-2-yl)piperidine-2,6-dione FC=1C=CC(=C2CN(C(C12)=O)C1C(NC(CC1)=O)=O)C1=CC=CC=C1